1-(naphthalen-2-yl)-2-phenylethane-1,2-dione C1=C(C=CC2=CC=CC=C12)C(C(=O)C1=CC=CC=C1)=O